acetonitrile trifluoroacetate salt FC(C(=O)O)(F)F.C(C)#N